3-(1-hydroxyethyl)-4-(hydroxymethyl)dihydrofuran-2(3H)-one OC(C)C1C(OCC1CO)=O